6-(4,5-dimethyl-4H-1,2,4-triazol-3-yl)-N-(6-methoxy-1-methyl-1H-indazol-7-yl)pyridine-3-sulfonamide CN1C(=NN=C1C)C1=CC=C(C=N1)S(=O)(=O)NC=1C(=CC=C2C=NN(C12)C)OC